OC(C=1C=C(C#N)C=CC1)C1=CC=CC=C1 3-(hydroxy(phenyl)methyl)benzonitrile